1-(cyclopropyl-methyl)-8-dimethylamino-3-(4-methylsulfonyl-phenyl)-8-phenyl-1,3-diazaspiro[4.5]decan-2-one C1(CC1)CN1C(N(CC12CCC(CC2)(C2=CC=CC=C2)N(C)C)C2=CC=C(C=C2)S(=O)(=O)C)=O